5-amino-2-(5-((3-fluoropyridin-2-yl)amino)-2-methoxypyridin-4-yl)-6-(5-methyl-1H-indazol-4-yl)pyrimidine-4-carboxamide NC=1C(=NC(=NC1C1=C2C=NNC2=CC=C1C)C1=CC(=NC=C1NC1=NC=CC=C1F)OC)C(=O)N